BrC=1C=C2CCNC(C2=C(C1)OC)=O 6-bromo-8-methoxy-3,4-dihydro-2H-isoquinolin-1-one